N-[4-[(6,7-dimethoxy-1,5-naphthyridin-4-yl)oxy]-3-fluorophenyl]-9-(4-fluorophenyl)-8-oxo-3,4-dihydro-1H-pyrido[2,1-c][1,4]oxazine-7-carboxamide COC=1N=C2C(=CC=NC2=CC1OC)OC1=C(C=C(C=C1)NC(=O)C=1C(C(=C2COCCN2C1)C1=CC=C(C=C1)F)=O)F